BrCC1=C([C@@H](N=C(N1)C=1SC=CN1)C1=C(C=C(C=C1)F)Cl)C(=O)[O-] (R)-6-(bromomethyl)-4-(2-chloro-4-fluorophenyl)-2-(thiazole-2-yl)-1,4-dihydropyrimidine-5-carboxylate